OC1=C(C(=O)N(C=2C3=C(N=CN2)N(C=C3)C)C(C)C)C=C(C(=C1)O)C(C)C 2,4-dihydroxy-N,5-diisopropyl-N-(7-methyl-7H-pyrrolo[2,3-d]pyrimidin-4-yl)benzamide